CC1(C(C1)C(F)(F)F)C(=O)N1CCC(CC1)=C (1-Methyl-2-(trifluoromethyl)cyclopropyl)(4-methylenepiperidin-1-yl)methanone